The molecule is a member of the class of bipiperidines that is 1,4'-bipiperidine which is substituted at the 1' and 4' positions by 4-(p-fluorophenyl)-4-oxobutyl and carboxamide groups, respectively. A first generation antipsychotic, its properties are generally similar to those of haloperidol. It has a role as a first generation antipsychotic, a serotonergic antagonist and a dopaminergic antagonist. It is a monocarboxylic acid amide, an aromatic ketone, an organofluorine compound, a member of bipiperidines and a tertiary amino compound. It is a conjugate base of a pipamperone(2+). C1CCN(CC1)C2(CCN(CC2)CCCC(=O)C3=CC=C(C=C3)F)C(=O)N